2,2-difluoro-7-methyl-6-(perfluorophenyl)-2H-benzo[b][1,4]oxazin-3(4H)-one FC1(C(NC2=C(O1)C=C(C(=C2)C2=C(C(=C(C(=C2F)F)F)F)F)C)=O)F